diisobutyl bicyclo[2.2.2]oct-2-ene-2,3-dicarboxylate C12C(=C(C(CC1)CC2)C(=O)OCC(C)C)C(=O)OCC(C)C